3-(5-(4-(pentafluoro-λ6-sulfanyl)benzamido)benzo[b]thiophen-2-yl)propanoic acid FS(C1=CC=C(C(=O)NC2=CC3=C(SC(=C3)CCC(=O)O)C=C2)C=C1)(F)(F)(F)F